NC1=NC=CC=C1[C@@H](C)N(C1=NC(=NC(=C1)Cl)OCC1(CN(CCC1)C)C)CC 4-[[(1R)-1-(2-amino-3-pyridyl)ethyl]-ethyl-amino]-6-chloro-2-[(1,3-dimethyl-3-piperidyl)methoxy]pyrimidine